(R)-(1-(1-(2-(2,4-dichlorophenyl)ethyl)-1H-benzo[d][1,2,3]triazol-6-yl)azetidin-3-yl)(methyl)carbamic acid ClC1=C(C=CC(=C1)Cl)CCN1N=NC2=C1C=C(C=C2)N2CC(C2)N(C(O)=O)C